C(#N)C(CNC1=CC=NC2=CC=C(C=C12)C1=CC=CC(=N1)C(=O)NC1CCN(CC1)C)=C 6-{4-[(2-cyano-2-methylideneethyl)amino]quinolin-6-yl}-N-(1-methylpiperidin-4-yl)pyridine-2-carboxamide